C1(=CC=CC=C1)C(C1=CC=CC=C1)=NC=1C=C(C=C2C=C(N=CC12)NC(=O)[C@H]1[C@H](C1)F)C=1C=NC=CC1OC |r| (±)-cis-N-(8-(diphenylmethyleneamino)-6-(4-methoxypyridin-3-yl)isoquinolin-3-yl)-2-fluorocyclopropanecarboxamide